FC1(CC(C1)OC1=NC(=NC=C1)NCC1=C(C=NN1C)C1=NC=C(C(=N1)C)OC1CCCCC1)F (1S,3S)-3-((2-(5-(((4-(3,3-Difluorocyclobutoxy)pyrimidin-2-yl)amino)methyl)-1-methyl-1H-pyrazol-4-yl)-4-methylpyrimidin-5-yl)oxy)cyclohexan